C1(=CC=CC2=CC=CC=C12)C(=O)N1CCN(CC1)C([C@H](CCCCNC(C=C)=O)NC(=O)C1=CC2=CC=CC=C2C=C1)=O (S)-N-(1-(4-(1-naphthoyl)piperazin-1-yl)-6-acrylamido-1-oxohexan-2-yl)-2-naphthamide